C(C)(C)(C)N(C1=CC=CC=C1)C1=CC=CC=C1 mono-t-butyldiphenylamine